FC(C=1OC(=CC1C(=O)NC1=NC(=NS1)CC(=C(F)F)C)C1=CC(=CC=C1)C#N)(F)F 2-(trifluoromethyl)-5-(3-cyanophenyl)-N-(3-(3,3-difluoro-2-methylallyl)-1,2,4-thiadiazol-5-yl)furan-3-carboxamide